ClC1=CC=C2C=CN=C(C2=C1)NC=1C=C(C=CC1)S(=O)(=O)NCC(N1CCCC1)C=1C=NC=CC1 3-((7-chloroisoquinolin-1-yl)amino)-N-(2-(pyridin-3-yl)-2-(pyrrolidin-1-yl)ethyl)benzenesulfonamide